[(β-thiobenzoylethyl)-(1-pyrrolidinyl)]-thiophosphoramidite C(C1=CC=CC=C1)(=S)CCC1N(CCC1)NP([S-])[O-]